C1(CCC(CCCCCCCC)O1)=O γ-laurolactone